CC1=CC(=NN1C1=CC=C(C=N1)CN)C(F)(F)F 1-[6-[5-methyl-3-(trifluoromethyl)pyrazol-1-yl]pyridin-3-yl]methylamine